C1(CCCC1)N1C(NCC=2C1=NC(=NC2)SC)=O 1-Cyclopentyl-7-(methylthio)-3,4-dihydropyrimido[4,5-d]pyrimidin-2(1H)-one